Cl.Cl.N1CC(CC1)CCOCCC1=CC=C2CCCNC2=N1 7-(2-(2-(pyrrolidin-3-yl)ethoxy)ethyl)-1,2,3,4-tetrahydro-1,8-naphthyridine dihydrochloride